C1=2[C@]34C[C@@H]5[C@H](C3)N3C[C@@H](CC)[C@@H]5C[C@H]3[C@@H]4N(C)C1=CC=CC2 ajmalan